The molecule is a carotenol obtained by formal hydration across the two double bonds at positions 1 and 1' of neurosporene. It is a carotenol, a tertiary alcohol and a diol. It derives from a neurosporene. C/C(=C\\CC/C(=C/C=C/C(=C/C=C/C=C(\\C)/C=C/C=C(\\C)/C=C/C=C(\\C)/CCCC(C)(C)O)/C)/C)/CCCC(C)(C)O